N-(6-(4-(2-(Cyclopropylamino)-2-oxoethyl)piperazin-1-yl)-2,2-dimethyl-2,3-dihydrobenzofuran-5-yl)pyrazolo[1,5-a]pyrimidine-3-carboxamide C1(CC1)NC(CN1CCN(CC1)C1=CC2=C(CC(O2)(C)C)C=C1NC(=O)C=1C=NN2C1N=CC=C2)=O